FC(OC1=C(OC2=CC3=C(N=C(S3)N3C(OC4=C(C3=O)N=CC=C4OC)=S)C=C2)C=CC=C1)F 3-(6-(2-(difluoromethoxy)phenoxy)benzo[d]thiazol-2-yl)-8-methoxy-2-thioxo-2,3-dihydro-4H-pyrido[2,3-e][1,3]oxazin-4-one